1'-[(1,5-dioxopentane-1,5-diyl)bis(oxy)]di(pyrrolidine-2,5-dione) O=C(CCCC(=O)ON1C(CCC1=O)=O)ON1C(CCC1=O)=O